FC1=C2CNC(C2=C(C=C1)F)=O 4,7-difluoroisoindolin-1-one